p-toluenesulfonic acid isobutyl ester CC1=CC=C(C=C1)S(=O)(=O)OCC(C)C